Cl.CN(CCCC(=O)O)C 4-(dimethylamino)-butanoic acid hydrochloride